ClC1=C(C(=CC=C1)C)C1=NOC(=C1)C1CC1 3-(2-chloro-6-methylphenyl)-5-cyclopropylisoxazole